1,3,5-Tris(6-hydroxyhexyl)biuret triisocyanate [N-]=C=O.[N-]=C=O.[N-]=C=O.OCCCCCCNC(=O)N(C(=O)NCCCCCCO)CCCCCCO